C12CN(CC2C1)C1=NC2=C(C=CC=C2C(N1CC)=O)C(C)NC1=C(C(=O)OC)C=CC=C1 methyl 2-[1-[2-(3-azabicyclo[3.1.0]hexan-3-yl)-3-ethyl-4-oxo-quinazolin-8-yl]ethylamino]benzoate